C(N)(OCC(C1(CCC1)NC1=CC=C(C=C1)OC)C(C)(C)C)=O tert-butyl(2-(1-((4-methoxyphenyl)amino)cyclobutyl)ethyl) carbamate